FC=1C(=C(C=C(C1F)O)C1C(OC(C1C)(C(F)(F)F)C)C(=O)[O-])OC 3-(3,4-difluoro-5-hydroxy-2-methoxyphenyl)-4,5-dimethyl-5-(trifluoromethyl)tetrahydrofuran-2-carboxylate